(rac)-tert-butyl (4-(1-(thiazol-5-yl)ethyl)phenyl)carbamate S1C=NC=C1[C@H](C)C1=CC=C(C=C1)NC(OC(C)(C)C)=O |r|